2,4-difluoro-N-(2-methoxy-5-(4-(piperazine-1-yl)phthalazin-6-yl)pyridine-3-yl)benzenesulfonamide trifluoroacetate FC(C(=O)O)(F)F.FC1=C(C=CC(=C1)F)S(=O)(=O)NC=1C(=NC=C(C1)C=1C=C2C(=NN=CC2=CC1)N1CCNCC1)OC